C(N)(=N)C=1C=C(SC1)CNC(=O)[C@H]1N(CCC1)C(CNC(C1=CC(=C(C=C1)OC1=CC=CC=C1)CCCCC)=O)=O (S)-N-((4-carbamimidoylthiophen-2-yl)methyl)-1-((3-pentyl-4-phenoxybenzoyl)glycyl)pyrrolidine-2-carboxamide